4,6-bis(3,5-bis(3-pyridyl)phenyl)-2-methyl-pyrimidine ethyl-5-[[3-[6-cyano-5-(trifluoromethyl)pyridin-3-yl]-5,5-dimethyl-4-oxo-2-thioxo-imidazolidin-1-yl]methyl]pyridine-2-carboxylate C(C)OC(=O)C1=NC=C(C=C1)CN1C(N(C(C1(C)C)=O)C=1C=NC(=C(C1)C(F)(F)F)C#N)=S.N1=CC(=CC=C1)C=1C=C(C=C(C1)C=1C=NC=CC1)C1=NC(=NC(=C1)C1=CC(=CC(=C1)C=1C=NC=CC1)C=1C=NC=CC1)C